C(#C)C1=C(C=CC(=C1)F)C1=C(C=C(C=C1)C(=O)N)F 2'-ethynyl-2,4'-difluoro-[1,1'-biphenyl]-4-carboxamide